C1=CC=CC=2C3=CC=CC=C3C(C12)COC(=O)N[C@H](C(=O)O)CC=1C=NC(=CC1)OCCN1CCCC1 (S)-2-((((9H-fluoren-9-yl)methoxy)carbonyl)amino)-3-(6-(2-(pyrrolidin-1-yl)ethoxy)pyridin-3-yl)propanoic acid